4,5-dichloro-2-[1-oxa-7-azaspiro[3.5]nonan-7-ylmethyl]phenol ClC1=CC(=C(C=C1Cl)O)CN1CCC2(CCO2)CC1